2-chloro-4,5-dimethoxy-pyridine ClC1=NC=C(C(=C1)OC)OC